tetrahydrofuran-3-yl dihydrogen phosphate P(=O)(OC1COCC1)(O)O